CC1=NOC(=C1C1=CC=C2C=3N([C@H](COC31)C3=NC=CC=C3)C(=N2)N2CC(C2)NC(COC)=O)C N-{1-[(4S)-7-(3,5-dimethylisoxazol-4-yl)-4-pyridin-2-yl-4,5-dihydroimidazo[1,5,4-de][1,4]benzoxazin-2-yl]azetidin-3-yl}-2-methoxyacetamide